1-(1,2,3,5,6,7-hexahydro-s-indacen-4-yl)-3-([4-[(3-hydroxyazetidin-1-yl)methyl]furan-2-yl](imino)oxo-lambda6-sulfanyl)urea C1CCC2=C(C=3CCCC3C=C12)NC(=O)NS(=O)(=N)C=1OC=C(C1)CN1CC(C1)O